4-(2-(2-Oxa-6-azaspiro[3.3]heptan-6-yl)ethoxy)-3-nitrobenzenesulfonamide C1OCC12CN(C2)CCOC2=C(C=C(C=C2)S(=O)(=O)N)[N+](=O)[O-]